4-amino-N,1-dimethyl-N-((1R)-1-(5-(trifluoromethyl)-2-pyrazinyl)ethyl)-1H-pyrazolo[4,3-c]quinoline-8-carboxamide NC1=NC=2C=CC(=CC2C2=C1C=NN2C)C(=O)N([C@H](C)C2=NC=C(N=C2)C(F)(F)F)C